N-Acetylneuraminate C(C)(=O)N[C@@H]1[C@H](CC(C([O-])=O)(O)O[C@H]1[C@H](O)[C@H](O)CO)O